4-[4-amino-7-(3-ethoxyprop-1-ynyl)-2-{4-[(2-fluoroacrylamino)]phenyl}-1-methylpyrrolo[3,2-c]pyridin-3-yl]-2-methoxy-N-(2,2,2-trifluoroethyl)benzamide NC1=NC=C(C2=C1C(=C(N2C)C2=CC=C(C=C2)NC(=O)C(=C)F)C2=CC(=C(C(=O)NCC(F)(F)F)C=C2)OC)C#CCOCC